C1(CCCCC1)CO[C@@H]([C@H](NC(=O)C1CN(CC12CCN(CC2)C(=O)[C@@H]2C(C2)(C)C)C(=O)C2=CN=CS2)C(=O)N2CCC(CC2)C2=CC=C(C(=O)O)C=C2)C 4-(1-(O-(cyclohexylmethyl)-N-(8-((S)-2,2-dimethylcyclopropane-1-carbonyl)-2-(thiazole-5-carbonyl)-2,8-diazaspiro[4.5]decane-4-carbonyl)-L-threonyl)piperidin-4-yl)benzoic acid